triacontyl eicos-13-enoate C(CCCCCCCCCCCC=CCCCCCC)(=O)OCCCCCCCCCCCCCCCCCCCCCCCCCCCCCC